FC=1C=CC2=C(C(C(C=3C(N(N(C23)C2=CC=CC=C2)C)=O)=O)=O)C1 7-fluoro-2-methyl-1-phenyl-1H-benzo[g]indazole-3,4,5(2H)-trione